C(C)N1N=CC(=C1)CN1C(N(C(=C1)C)C1=CC(=CC(=C1)C(F)(F)F)N1C[C@@H](OCC1)C)=O 1-[(1-ethyl-1H-pyrazol-4-yl)methyl]-4-methyl-3-{3-[(2S)-2-methylmorpholin-4-yl]-5-(trifluoromethyl)phenyl}-1,3-dihydro-2H-imidazol-2-one